4-(2-((4-((2,4,6-trimethylphenyl)amino)quinazolin-6-yl)amino)-2-oxoethyl)-N-hydroxybenzamide CC1=C(C(=CC(=C1)C)C)NC1=NC=NC2=CC=C(C=C12)NC(CC1=CC=C(C(=O)NO)C=C1)=O